COC=1C=C2C(=NC1)NC=C2CCN(CCC)CCC 2-(5-methoxy-1H-pyrrolo[2,3-b]pyridin-3-yl)-N,N-dipropylethan-1-amine